tert-butyl 1-(5-bromo-1,3-benzothiazol-2-yl)-3-azabicyclo[3.1.1]heptane-3-carboxylate BrC=1C=CC2=C(N=C(S2)C23CN(CC(C2)C3)C(=O)OC(C)(C)C)C1